FC(C(=O)O)(F)F.NC(CN(CCN1CCN(CC1)C(=O)OCC1=CC=CC=C1)C(=O)OC(C)(C)C)=O benzyl 4-(2-((2-amino-2-oxoethyl)(tert-butoxycarbonyl)amino)ethyl)piperazine-1-carboxylate trifluoroacetate